[1,4,7,10,13,16,19,22,25,28]decaazacyclotriacontine N1=CC=NC=CN=CC=NC=CN=CC=NC=CN=CC=NC=CN=CC=NC=C1